ClC1=C(C=NC=2N1N=CN2)CC2=CC=C(C=C2)SC 7-chloro-6-[(4-methylsulfanylphenyl)methyl]-[1,2,4]triazolo[1,5-a]pyrimidine